COC=1C(C=C(C(C1)=O)C)=O 2-methyloxy-5-methyl(1,4)benzoquinone